O=C1C2=C(N=C(N1)C1=CC=C(C=C1)C1=NC=C(C=N1)B(O)O)CCSC2 (2-(4-(4-oxo-3,5,7,8-tetrahydro-4H-thiopyrano[4,3-d]pyrimidin-2-yl)phenyl)pyrimidin-5-yl)boronic acid